2,3-dihydroxyaziridinyl-acrylamide OC1N(C1O)C(C(=O)N)=C